C1(=CC=CC2=CC=CC=C12)C=1N=C(OC1)C1=NC(=CC=C1)C=1OC=C(N1)C1=CC=CC2=CC=CC=C12 2,6-bis[4-(R)-naphthyl-2-oxazolyl]pyridine